1-{[2-(2-aminoethoxy)naphthalen-1-yl]sulfanyl}naphthalen-2-ol NCCOC1=C(C2=CC=CC=C2C=C1)SC1=C(C=CC2=CC=CC=C12)O